1,5,9-cyclododecatriene nickel [Ni].C1=CCCC=CCCC=CCC1